C(C)(C)(C)OC(=O)N1CCN(CC1)C1=CC=C(C=N1)B(O)O 6-(4-tert-butoxycarbonylpiperazin-1-yl)pyridin-3-ylboronic acid